2-[(1R,3aS,7aR,E)-1-{(R)-6-(Difluoromethyl)-7,7-difluoro-6-[(trimethylsilyl)oxy]heptan-2-yl}-7a-methyloctahydro-4H-inden-4-ylidene]ethan-1-ol FC(C(CCC[C@@H](C)[C@H]1CC[C@H]2\C(\CCC[C@]12C)=C\CO)(C(F)F)O[Si](C)(C)C)F